1-(2,6-dichlorophenyl)-4-((4-(2-oxobenzo[d]thiazol-3(2H)-yl)phenyl)amino)-1H-pyrazole-3-carboxamide ClC1=C(C(=CC=C1)Cl)N1N=C(C(=C1)NC1=CC=C(C=C1)N1C(SC2=C1C=CC=C2)=O)C(=O)N